1-cyclopropylethan-1-one C1(CC1)C(C)=O